1,3-bis(tert-butyl)-1,1,3,3-tetramethyldisiloxane C(C)(C)(C)[Si](O[Si](C)(C)C(C)(C)C)(C)C